triphenyl-(biphenylyl)(methyldibenzofuranylphenyl)(diphenylfluorenyl)amine C1(=CC=CC=C1)C=1C(=C2C=3C(=C(C(=C(C3CC2=CC1)N(C1=C(C(=CC=C1)C)C1=CC=CC=2OC3=C(C21)C=CC=C3)C3=C(C=CC=C3)C3=CC=CC=C3)C3=CC=CC=C3)C3=CC=CC=C3)C3=CC=CC=C3)C3=CC=CC=C3